racemic-1-(4-methoxyphenyl)ethanol COC1=CC=C(C=C1)[C@@H](C)O |r|